FC(N1N=C(C(=C1)C1=NC(=NC(=C1)N1CC(C1)NC)N)C)F 4-(1-(Difluoromethyl)-3-methyl-1H-pyrazol-4-yl)-6-(3-(methylamino)azetidin-1-yl)pyrimidin-2-amine